1,1,2-triphenylpropan-1-ol C1(=CC=CC=C1)C(C(C)C1=CC=CC=C1)(O)C1=CC=CC=C1